C(C)(=O)N1CC2=C(CC1)N(N=C2N2CCCC1=CC(=NC=C21)C=2C=CC(=NC2)N2CCC(CC2)N2CCN(CC2)C2=CC=C(C(=O)O)C=C2)C2CCOCC2 4-[4-[1-[5-[1-(5-acetyl-1-tetrahydropyran-4-yl-6,7-dihydro-4H-pyrazolo[4,3-c]pyridin-3-yl)-3,4-dihydro-2H-1,7-naphthyridin-6-yl]-2-pyridyl]-4-piperidyl]piperazin-1-yl]benzoic acid